3-chloro-9,9-dimethyl-10-(4'-nitro-[1,1'-biphenyl]-4-yl)-9,10-dihydroacridine ClC=1C=CC=2C(C3=CC=CC=C3N(C2C1)C1=CC=C(C=C1)C1=CC=C(C=C1)[N+](=O)[O-])(C)C